COC=1C=C(CN(C2=CC=C(CN3C(CNCC3)=O)C=C2)CC2=CC(=CC=C2)N2CCOCC2)C=CC1 1-(4-((3-methoxybenzyl)(3-morpholinobenzyl)amino)benzyl)piperazin-2-one